FC1=CC=C(C=C1)C1=NOC(=C1C1=CC=NC=C1)[C@H]1CCC(O1)=O (R)-5-(3-(4-fluorophenyl)-4-(pyridin-4-yl)isoxazol-5-yl)dihydrofuran-2(3H)-one